6-(difluoromethyl)-3,4-dihydroisoquinoline-2(1H)-carboxylic acid tert-butyl ester C(C)(C)(C)OC(=O)N1CC2=CC=C(C=C2CC1)C(F)F